N-(5-(6-ethoxypyrazin-2-yl)pyridin-2-yl)-4-(2-((2-methylpropyl)sulfonamido)pyrimidin-4-yl)tetrahydro-2H-pyran-4-carboxamide C(C)OC1=CN=CC(=N1)C=1C=CC(=NC1)NC(=O)C1(CCOCC1)C1=NC(=NC=C1)NS(=O)(=O)CC(C)C